CC1=CC=C(C=C1)SC1=CC=C(C=C1)C p-methylphenyl sulfide